FC(C1=NN=C(O1)C=1C=CC(=NC1)CN1C(N(C2=C1C=C(C(=C2)C2=CC=C(C=C2)S(=O)(=O)C)F)C)=O)F 1-((5-(5-(difluoromethyl)-1,3,4-oxadiazol-2-yl)pyridin-2-yl)methyl)-6-fluoro-3-methyl-5-(4-(methylsulfonyl)phenyl)-1,3-dihydro-2H-benzo[d]imidazol-2-one